C(C)(=O)OC1OC2=CC=CC=C2C=C1 chromen-2-yl acetate